ClC=1C=C(C=CC1N1C(N(C=C1)C)=O)C1=C(C(=CC(=C1)F)C=1C=CC(N(C1)C1CCN(CC1)C(=O)OC(C)(C)C)=O)OC tert-butyl 4-(5-(3'-chloro-5-fluoro-2-methoxy-4'-(3-methyl-2-oxo-2,3-dihydro-1H-imidazol-1-yl)-[1,1'-biphenyl]-3-yl)-2-oxopyridin-1(2H)-yl)piperidine-1-carboxylate